N-(3-fluoro-4-(4-(4-nitro-1H-imidazol-1-yl)butoxy)phenyl)-4-(1-methyl-1H-indol-3-yl)pyrimidin-2-amine FC=1C=C(C=CC1OCCCCN1C=NC(=C1)[N+](=O)[O-])NC1=NC=CC(=N1)C1=CN(C2=CC=CC=C12)C